3'-O-Methyl-5-methyluridine CO[C@H]1[C@H]([C@@H](O[C@@H]1CO)N1C(=O)NC(=O)C(=C1)C)O